C(C)(=O)N[C@H]1CN(CC1)C1=CC2=C(N=C(N=C2)C)C=N1 6-[(3R)-3-acetamidopyrrolidin-1-yl]-2-methylpyrido[3,4-d]pyrimidin